ClCC=1C=C2C=CC=NC2=CC1 6-(chloromethyl)quinoline